N,6-dimethoxy-N-methyl-1H-indole-2-carboxamide CON(C(=O)C=1NC2=CC(=CC=C2C1)OC)C